BrC1=CC=C(C=C1)C1CCOCC1 4-(4-bromophenyl)tetrahydro-2H-pyran